N(=[N+]=[N-])CCOCCOCCOCC1=CC=C(C=C1)CO (4-((2-(2-(2-azidoethoxy)ethoxy)ethoxy)methyl)phenyl)methanol